N=1N=CN2C1C=CC(=C2)C=2NC1=CC=C(C=C1C2C(C)C)C2CCN(CC2)C(CN(C)C)=O 1-(4-(2-([1,2,4]triazolo[4,3-a]pyridin-6-yl)-3-isopropyl-1H-indol-5-yl)piperidin-1-yl)-2-(dimethylamino)ethan-1-one